C(C1=CC=CC=C1)N1C(C=2N(CCC1)C(C(=CC2C)Br)=O)=O 2-benzyl-8-bromo-10-methyl-2,3,4,5-tetrahydropyrido[1,2-a][1,4]diazepine-1,7-dione